Cl.C1=CC=CC=2C3=CC=CC=C3C(C12)COC(=O)N([C@H](C(=O)OCC=C)CC1CCNCC1)C prop-2-en-1-yl (2S)-2-({[(9H-fluoren-9-yl)methoxy]carbonyl}(methyl)amino)-3-(piperidin-4-yl)propanoate hydrochloride